C(\C=C\CCCO)O trans-2-hexen-1,6-diol